CC=1C=C(C=C(C1)C)SCC(C1=CC=CC=C1)C1=CC=NC=C1 4-(2-((3,5-dimethylphenyl)thio)-1-phenylethyl)pyridine